OC(C(C(=O)O)(C[2H])C[2H])CCCCCCCCCCC(C(=O)O)(C[2H])C[2H] hydroxy-2,2,14,14-tetrakis(methyl-d)pentadecanedioic acid